FC1=CC=C(C=C1)C1=C(C=C(C=C1)C([C@H](C)OC1OCCCC1)=O)C(F)(F)F (2S)-1-[4'-Fluoro-2-(trifluoromethyl)[biphenyl]-4-yl]-2-(tetrahydro-2H-pyran-2-yloxy)-propan-1-one